R-1-methyl-piperidine-3-amine CN1C[C@@H](CCC1)N